ClC1=CC(=C(C=C1)C1=CC=C2CCN(C(C2=C1)=O)C1CCNCC1)F 7-(4-chloro-2-fluorophenyl)-2-(piperidin-4-yl)-3,4-dihydroisoquinolin-1(2H)-one